2-(3-bromophenyl)-4-piperidylquinazoline BrC=1C=C(C=CC1)C1NCCC(C1)C1=NC2=CC=CC=C2C=N1